3-(8-(4-(6-(1-(3-amino-6-(2-hydroxyphenyl)pyridazin-4-yl)-1H-pyrazol-4-yl)-2,6-diazaspiro[3.3]heptan-2-yl)cyclohexyl)-2H-benzo[b][1,4]oxazin-4(3H)-yl)piperidine-2,6-dione NC=1N=NC(=CC1N1N=CC(=C1)N1CC2(CN(C2)C2CCC(CC2)C2=CC=CC3=C2OCCN3C3C(NC(CC3)=O)=O)C1)C1=C(C=CC=C1)O